BrC1=NN(C=2NC([C@@H]([C@@H](C21)C2=CC=C(C=C2)F)NC(C2=CC(=CC=C2)C(F)(F)F)=O)=O)C2=CC=CC=C2 |r| rac-N-((4R,5R)-3-bromo-4-(4-fluorophenyl)-6-oxo-1-phenyl-4,5,6,7-tetrahydro-1H-pyrazolo[3,4-b]pyridin-5-yl)-3-(trifluoromethyl)benzamide